5-fluoro-4-(trifluoromethoxy)pyridine FC=1C(=CC=NC1)OC(F)(F)F